N-(5-((4-Chlorophenoxy)methyl)-1,3,4-thiadiazol-2-yl)-1-(2,4-dimethoxyphenyl)-1H-imidazole-5-carboxamide ClC1=CC=C(OCC2=NN=C(S2)NC(=O)C2=CN=CN2C2=C(C=C(C=C2)OC)OC)C=C1